FC1=C(C=CC(=C1)C(F)(F)F)C=1COCC1 3-(2-fluoro-4-trifluoromethyl-phenyl)-2,5-dihydro-furan